C1(CC1)C(C1=CC(=C(C#N)C(=C1)F)F)(F)F 4-(cyclopropyl-difluoromethyl)-2,6-difluorobenzonitrile